BrC=1C=C2C(=NC1)N=CN2CCC[C@H]2NCCC[C@@H]2O (2R,3S)-2-(3-(6-bromo-1H-imidazo[4,5-b]pyridin-1-yl)propyl)piperidin-3-ol